1,3-dichloropropyl tetramethyl disiloxane benzyl (S)-1-benzyl-2-(6-(4-(benzyloxy)-2-ethylphenyl)-1H-indazol-3-yl)-5-isopropyl-4,5,6,7-tetrahydro-1H-imidazo[4,5-c]pyridine-6-carboxylate C(C1=CC=CC=C1)N1C(=NC=2CN([C@@H](CC21)C(=O)OCC2=CC=CC=C2)C(C)C)C2=NNC1=CC(=CC=C21)C2=C(C=C(C=C2)OCC2=CC=CC=C2)CC.ClC(CCCl)[SiH](O[Si](C)(C)C)C